9-isopropyl-2-[2-(2-morpholin-4-yl-ethoxy)-benzyl]-1,9-dihydro-purin-6-one C(C)(C)N1C=2N=C(NC(C2N=C1)=O)CC1=C(C=CC=C1)OCCN1CCOCC1